dimethyl-5-ethyl-6,8-dioxabicyclo[3.2.1]octane CC1C2(COC(CC1)(O2)CC)C